7-chloro-6-fluoro-4-(3-methylbutyl)-3,4-dihydro-2H-1,4-benzoxazine-5-carboxylic acid ClC=1C=C2C(N(CCO2)CCC(C)C)=C(C1F)C(=O)O